1,3-dimethyl-carbazole CC1=CC(=CC=2C3=CC=CC=C3NC12)C